tetrahydro-2H-thiopyran-3-yl sulfamate sodium salt [Na].S(N)(OC1CSCCC1)(=O)=O